C(C)C=1C=C2C=CC(NC2=C(C1)OC(F)(F)F)=O 6-ethyl-8-(trifluoromethoxy)quinolone